4-cyano-4-(propylsulfanylthiocarbonyl)thiolanoic acid C(#N)C1(CC(SC1)C(=O)O)C(=S)SCCC